C1=CC=CC=2C3=CC=CC=C3C(C12)COC(=O)N[C@@H](CCC(N(C)C)=O)C(=O)O N2-(((9H-fluoren-9-yl)methoxy)carbonyl)-N5,N5-dimethyl-L-glutamine